N1CC(C1)COC1=C(C(=CC(=C1)Cl)OC)C1=CC(=NN1)NC=1N=CC(=NC1)C#N 5-((5-(2-(azetidin-3-ylmethoxy)-4-chloro-6-methoxyphenyl)-1H-pyrazol-3-yl)amino)pyrazine-2-carbonitrile